4-[4-[3-cyano-4-[2-(3,5-difluoro-2-pyridinyl)-2-oxo-ethoxy]pyrazolo[1,5-a]pyridin-6-yl]-5-methyl-triazol-1-yl]piperidine-1-carboxylic acid tert-butyl ester C(C)(C)(C)OC(=O)N1CCC(CC1)N1N=NC(=C1C)C=1C=C(C=2N(C1)N=CC2C#N)OCC(=O)C2=NC=C(C=C2F)F